Cl.Cl.N1[C@@H](CCC1)C(=O)OC1=C2C(=CNC2=CC=C1)CCN(C)C 3-(2-(Dimethylamino)ethyl)-1H-indol-4-yl L-prolinate dihydrochloride